BrC1=CC(=C(C=C1OCCC1=CC=C(C=C1)C(F)(F)F)/C=C/N(C)C)[N+](=O)[O-] (E)-2-(4-bromo-2-nitro-5-(4-(trifluoromethyl)phenethoxy)phenyl)-N,N-dimethylethen-1-amine